C(=O)OC\C=C\C1=CC=CC=C1 (E)-cinnamyl formate